(6S,E)-Methyl-7-(1-((3-hydroxy-1-adamantyl)methyl)-2-oxo-1,2-dihydropyridin-3-ylamino)-6-(3-methylbenzofuran-2-carboxamido)-7-oxohept-2-enoat COC(\C=C\CC[C@@H](C(=O)NC=1C(N(C=CC1)CC12CC3(CC(CC(C1)C3)C2)O)=O)NC(=O)C=2OC3=C(C2C)C=CC=C3)=O